C1(=CC=CC2=CC=CC=C12)C1=C(C=CC=C1)S(=O)(=O)N naphthalen-1-yl-benzenesulfonamide